ClC1=CC=C(C=C1)N(C(=O)C1=NC(=CN=C1)C1=CC=C(C=C1)C1CCCC1)C N-(4-chlorophenyl)-6-(4-cyclopentylphenyl)-N-methylpyrazine-2-carboxamide